(1,2,2',6,6'-pentamethyl-4-piperidyl) 1,2,3,4-butanetetracarboxylate C(C(C(CC(=O)[O-])C(=O)[O-])C(=O)[O-])C(=O)OC1CC(N(C(C1)(C)C)C)(C)C